NC1=NC=C(C=N1)C#CC=1C(=C(C=CC1F)NS(=O)(=O)C1=C(C(=CC(=C1)Cl)CO)Cl)F N-(3-((2-aminopyrimidin-5-yl)ethynyl)-2,4-difluorophenyl)-2,5-dichloro-3-(hydroxymethyl)benzenesulfonamide